tin-silver-copper tin [Sn].[Cu].[Ag].[Sn]